2'-(2-chloro-5-fluoropyrimidin-4-yl)-3',5'-dimethylspiro[cyclopropane-1,6'-thieno[2,3-c]pyrrole]-4'-one ClC1=NC=C(C(=N1)C1=C(C2=C(C3(N(C2=O)C)CC3)S1)C)F